ClC1=CC=C(C=C1)NC([C@@H](C)O)=O (R)-N-(4-chlorophenyl)-2-hydroxypropionamide